tert-Butyl (S)-5-(((S)-1-methoxy-3-methyl-1-oxobutan-2-yl)amino)-4-((s)-4-methyl-2-((s)-pyrrolidine-2-carboxamido)pentanamido)-5-oxopentanoate COC([C@H](C(C)C)NC([C@H](CCC(=O)OC(C)(C)C)NC([C@H](CC(C)C)NC(=O)[C@H]1NCCC1)=O)=O)=O